CC1=CC=C(C=C1)S(=O)(=O)OC1=C(C=CC(=C1)C)C1=C(C=CC2=CC=CC=C12)C (-)-5-Methyl-2-(2-methylnaphthalen-1-yl)phenyl 4-methylbenzenesulfonate